BrC=1C=C2C(=NC=NC2=C(C1)C(F)(F)F)O 6-bromo-8-(trifluoromethyl)quinazolin-4-ol